ClC1=C(C(=O)NC=2C(=NNC2)C(=O)NC2CCN(CC2)CCCCCCC=2N=NN(C2)CCCCCCCOC2=C3C(N(C(C3=CC=C2)=O)C2C(NC(CC2)=O)=O)=O)C(=CC=C1)Cl 4-(2,6-dichlorobenzamido)-N-(1-(6-(1-(7-((2-(2,6-dioxopiperidine-3-yl)-1,3-dioxoisoindolin-4-yl)oxy)heptyl)-1H-1,2,3-triazol-4-yl)hexyl)piperidin-4-yl)-1H-pyrazole-3-carboxamide